C[C@H]1N(CCC=2N=NC=CC21)C(=O)OC(C)(C)C (R)-tert-butyl 5-methyl-7,8-dihydropyrido[4,3-c]pyridazine-6(5H)-carboxylate